O1C=2C(OCC1COCCC(S(=O)(=O)[O-])CC(C)C)=CSC2.[Na+] Sodium 3-[(2,3-dihydrothieno[3,4-b]-[1,4]dioxin-2-yl) methoxy]-1-isobutyl-1-propanesulfonate